tert-butyl (E)-(4,4-diethyl-6-oxotetrahydropyrimidin-2(1H)-ylidene)carbamate C(C)C1(N/C(/NC(C1)=O)=N\C(OC(C)(C)C)=O)CC